C1(C=CC2=CC=CC=C12)=S indenthione